CN(CCCCCC(=O)[O-])C 6-dimethylaminohexanoate